tert-butyl 2-(2-(4-bromo-3-methylphenoxy)ethyl)-7-azaspiro[3.5]nonane-7-carboxylate BrC1=C(C=C(OCCC2CC3(C2)CCN(CC3)C(=O)OC(C)(C)C)C=C1)C